2-Methyl-1,5-diaminopentan CC(CN)CCCN